OC1=C(C(=CC(=C1)C(F)(F)F)C)C=1C=CC=2C(N1)=NN(C2C)[C@H]2CCC(N(C2)C)=O (s,S)-5-[6-[2-hydroxy-6-methyl-4-(trifluoromethyl)phenyl]-3-methyl-pyrazolo[3,4-b]pyridin-2-yl]-1-methyl-piperidin-2-one